(2r,3s)-ethyl 2-(benzamidomethyl)-3-(3,5-bis(trifluoromethyl) phenyl)-3-hydroxypropionate C(C1=CC=CC=C1)(=O)NC[C@@H](C(=O)OCC)[C@H](O)C1=CC(=CC(=C1)C(F)(F)F)C(F)(F)F